4-hydroxy-3-nitro-6-trifluoromethylpyridine OC1=C(C=NC(=C1)C(F)(F)F)[N+](=O)[O-]